C1(CC1)C1=CC=C(C=C1)C1N=CC=CN1CN1CC2CCC(C1)N2C=O (3-{[2-(4-cyclopropylphenyl)pyrimidin-3-yl]methyl}-3,8-diazabicyclo[3.2.1]oct-8-yl)methanone